BrC=1C(=C(C=CC1)N1C(C(C2=CC=C(C=C12)N1CC(N(CC1)C(=O)OC(C)(C)C)(C)C)(C)C)=O)C#N tert-butyl 4-(1-(3-bromo-2-cyanophenyl)-3,3-dimethyl-2-oxoindolin-6-yl)-2,2-dimethylpiperazine-1-carboxylate